2-(2-Amino-4-methylbenzamido)benzoic acid ethyl ester C(C)OC(C1=C(C=CC=C1)NC(C1=C(C=C(C=C1)C)N)=O)=O